ammonium hexachloroantimonate Cl[Sb-](Cl)(Cl)(Cl)(Cl)Cl.[NH4+]